ClC=1C(=CC(=NC1)NC(=O)[C@@H]1C[C@@H](CCC1)NC(=O)C1(CC1)O)C1=CC2=C(N(N=C2C(=C1)F)C)C(C)C (1S,3R)-N-[5-chloro-4-(7-fluoro-3-isopropyl-2-methyl-indazol-5-yl)-2-pyridyl]-3-[(1-hydroxycyclopropanecarbonyl)amino]cyclohexanecarboxamide